C(C)(C)(C)OC(=O)N1C[C@H](N[C@@H](C1)C)C1=C(C(=CC(=C1)Cl)Br)F.ClC=1C=NC=C(C1)SCCC 3-Chloro-5-(propylthio)pyridine tertbutyl-(3R,5R)-3-(3-bromo-5-chloro-2-fluorophenyl)-5-methylpiperazine-1-carboxylate